tert-butyl-(2R,5S)-4-[7-bromo-2-chloro-8-fluoro-6-(trifluoromethyl)quinazolin-4-yl]-2,5-dimethyl-piperazine-1-carboxylate C(C)(C)(C)OC(=O)N1[C@@H](CN([C@H](C1)C)C1=NC(=NC2=C(C(=C(C=C12)C(F)(F)F)Br)F)Cl)C